1-((4-(trifluoromethoxy)phenyl)sulfonyl)pyrrolidin FC(OC1=CC=C(C=C1)S(=O)(=O)N1CCCC1)(F)F